C(C)(C)(C)OC(=O)N[C@@H]1C(CN(C1)CCCC(=O)OC)(C)C methyl 4-[(4R)-4-{[(tert-butoxy) carbonyl]amino}-3,3-dimethylpyrrolidin-1-yl]butanoate